C(C)(C)(C)OC(=O)NC1CCC(CC1)CC(C)(C)N1CCN(CC1)C1=CC=C(C=C1)C(CCC(=O)OC(C)(C)C)C#N tert-butyl 4-[4-[4-[2-[4-(tert-butoxycarbonylamino)cyclohexyl]-1,1-dimethyl-ethyl]piperazin-1-yl]phenyl]-4-cyano-butanoate